C=C1CCC(CC1)(N=C=O)N=C=O 1-methylenediisocyanatocyclohexane